FC1=C(C=CC(=C1)O)C1=CC=CC=C1 fluoro-[1,1'-biphenyl]-4-ol